1,3-dioctadecylimidazolium chloride [Cl-].C(CCCCCCCCCCCCCCCCC)N1C=[N+](C=C1)CCCCCCCCCCCCCCCCCC